N(=[N+]=[N-])CC1(OC2=C(OC1)C=C(C=C2[C@@H](C)NC2=NC=1N(C=C2)N=CC1C(=O)OCC)F)C ethyl 5-(((1R)-1-(3-(azidomethyl)-7-fluoro-3-methyl-2,3-dihydrobenzo[b][1,4]dioxin-5-yl)ethyl)amino)pyrazolo[1,5-a]pyrimidine-3-carboxylate